CC=1C(=C(C=2CC3=CC=CC=C3C2C1)C1=C(C2=C(OC3=C2C=CC=C3)C=C1)C1=C(C(=C(C(=C1C1=NN=NC(=C1C1(C(C(C(C(C1[2H])([2H])[2H])([2H])[2H])([2H])[2H])([2H])[2H])[2H])C1(C(C(C(C(C1[2H])([2H])[2H])([2H])[2H])([2H])[2H])([2H])[2H])[2H])[2H])[2H])[2H])[2H])C (dimethylfluorenyl)[(diphenyl-d10)triazineylphenyl-d4]dibenzofuran